[6-(3-cyclopropyl-1,2,4-triazol-1-yl)-2-azaspiro[3.3]heptan-2-yl]-[2-(1,1-dioxothietan-3-yl)sulfonyl-2,6-diazaspiro[3.3]heptan-6-yl]methanone C1(CC1)C1=NN(C=N1)C1CC2(CN(C2)C(=O)N2CC3(CN(C3)S(=O)(=O)C3CS(C3)(=O)=O)C2)C1